rac-(1r,2r,3s,4r,5s)-N-(4-cyano-3-(trifluoromethyl)phenyl)-5-hydroxy-3-(3-(trifluoromethyl)phenyl)-7-oxabicyclo[2.2.1]heptane-2-carboxamide C(#N)C1=C(C=C(C=C1)NC(=O)[C@H]1[C@H]2C[C@@H]([C@@H]([C@@H]1C1=CC(=CC=C1)C(F)(F)F)O2)O)C(F)(F)F |r|